(R)-2-chloro-N-(5-chloro-6-((R)-1,2-dihydroxyethyl)pyridin-3-yl)-8-methyl-8-(trifluoromethyl)-7,8-dihydro-6H-pyrazolo[1,5-a]pyrrolo[2,3-e]pyrimidine-6-carboxamide ClC1=NN2C(N=CC3=C2[C@@](CN3C(=O)NC=3C=NC(=C(C3)Cl)[C@H](CO)O)(C(F)(F)F)C)=C1